ClC=1C=CC2=C(C[C@](O2)(C2=CC=CC=C2)CNC(OCCCC)=O)C1C1=C(C(=CC=C1C#N)F)F butyl (((2S,4S)-5-chloro-4-(6-cyano-2,3-difluorophenyl)-2-phenyl-2,3-dihydrobenzofuran-2-yl)methyl)carbamate